C(C1=CC=CC=C1)OC1=NC(=CC=C1C1=NN(C2=C(C(=C(C=C12)F)C=1CCN(CC1)C[C@@H]1C(CN(CC1)C(=O)OC(C)(C)C)(F)F)F)C)OCC1=CC=CC=C1 tert-butyl (4R)-4-[[4-[3-(2,6-dibenzyloxy-3-pyridyl)-5,7-difluoro-1-methyl-indazol-6-yl]-3,6-dihydro-2H-pyridin-1-yl]methyl]-3,3-difluoro-piperidine-1-carboxylate